C[C@@H]1CN=C2N1C1=CC=C(C=C1C(N2CC=2C=NC=CC2)=O)S(=O)(=O)NC2(CC2)C (R)-1-methyl-N-(1-methylcyclopropyl)-5-oxo-4-(pyridin-3-ylmethyl)-1,2,4,5-tetrahydroimidazo[1,2-a]quinazoline-7-sulfonamide